CC1([C@@H]([C@H](CCC1)C)C(=O)NCC=1SC=CC1)C (1R,6S)-2,2,6-trimethyl-N-(2-thiophenylmethyl)cyclohexane-1-carboxamide